CN(CCCCC)CC=1C=C(C(=O)O)C=CC1 3-((methyl(pentyl)amino)methyl)benzoic acid